methyl ((2-(3-chlorophenyl)-1-cyclohexyl-2,2-difluoroethoxy) carbonyl)-L-phenylalaninate ClC=1C=C(C=CC1)C(C(OC(=O)N[C@@H](CC1=CC=CC=C1)C(=O)OC)C1CCCCC1)(F)F